NC1=C(C(=O)NC)C=CC(=C1C)Cl 2-amino-3-methyl-4-chloro-N-methylbenzamide